[(1S)-3-tert-butoxy-2,2-dideuterio-1-[(4R)-4-ethynyl-2,2-dimethyl-1,3-dioxolan-4-yl]-3-oxo-propyl] 4-methylbenzoate CC1=CC=C(C(=O)O[C@@H](C(C(=O)OC(C)(C)C)([2H])[2H])[C@@]2(OC(OC2)(C)C)C#C)C=C1